COC1=CC=C(C=C1)C1=C([C@H](C=2C=CC=C3C=CC=C1C23)O)O trans-(1S,2S)-3-(4'-methoxyphenyl)-phenalene-1,2-diol